ammonium phenolat C1(=CC=CC=C1)[O-].[NH4+]